4-(Pyridin-4-ylmethyl)-N-(4-((3-(trifluoromethoxy)benzyl)oxy)phenyl)piperazine-1-carboxamide N1=CC=C(C=C1)CN1CCN(CC1)C(=O)NC1=CC=C(C=C1)OCC1=CC(=CC=C1)OC(F)(F)F